ClC1=NC=2C=NC(=NC2N(C1)C1=CC=C(C=C1)OC(F)F)NCC(F)(F)F 6-Chloro-8-(4-(difluoromethoxy)phenyl)-2-((2,2,2-trifluoroethyl)amino)pteridine